methyl 4-(benzoyloxy)-1-(2-(benzoyloxy) ethyl)-6-oxo-1,6-dihydropyridine-3-carboxylate C(C1=CC=CC=C1)(=O)OC=1C(=CN(C(C1)=O)CCOC(C1=CC=CC=C1)=O)C(=O)OC